9,10-bis(diethyl-phosphomethyl)anthracene C(C)C(C=1C2=CC=CC=C2C(=C2C=CC=CC12)C(P(=O)=O)(CC)CC)(P(=O)=O)CC